C(C=C)(=O)N1CCN(CC1)C1=NC(N2C3=C(C(=C(C=C13)C(F)(F)F)C1=C(C=C(C=C1)F)F)SC[C@@H]2CN2CCN(CC2)CC)=O (3S,10S)-7-(4-acryloylpiperazin-1-yl)-10-(2,4-difluorophenyl)-3-((4-ethylpiperazin-1-yl)methyl)-9-(trifluoromethyl)-2,3-dihydro-5H-[1,4]thiazino[2,3,4-ij]quinazolin-5-one